BrC=1C=CC(=C(C1)S(=O)(=O)NC1=CC=2C(NCCCC2N=C1)=O)OC 5-bromo-2-methoxy-N-(5-oxo-6,7,8,9-tetrahydro-5H-pyrido[3,2-c]azepin-3-yl)benzenesulfonamide